FC(OC1=CC=C(C2=C1N=C(O2)N2CC1CCC(C2)N1C(=O)OC(C)(C)C)C=1SC=CN1)F tert-Butyl 3-(4-(difluoromethoxy)-7-(thiazol-2-yl)benzo[d]oxazol-2-yl)-3,8-diazabicyclo[3.2.1]octane-8-carboxylate